1-(3-fluorophenyl)cyclopropane-1-formaldehyde FC=1C=C(C=CC1)C1(CC1)C=O